Cl.Cl.C12CC(CC(CC1)N2)N 8-azabicyclo[3.2.1]octan-3-amine dihydrochloride